6-azidohexanal N(=[N+]=[N-])CCCCCC=O